3,4-bis(benzyloxy)phenylacetic acid C(C1=CC=CC=C1)OC=1C=C(C=CC1OCC1=CC=CC=C1)CC(=O)O